FC1=CC(=C(S1)C1=CC=C(C(=N1)C)O[C@@H]1C[C@H](CCC1)C(=O)O)C=O (1S,3S)-3-((6-(5-fluoro-3-formylthiophen-2-yl)-2-methylpyridin-3-yl)oxy)cyclohexanecarboxylic acid